O1CCOC2=C1C=CS2 2,3-Dihydrothieno-1,4-Dioxin